Cl.C(C)OC(=O)C=1C=NNC1C(F)(F)F 5-(trifluoromethyl)-1H-pyrazole-4-carboxylic acid ethyl ester hydrochloride